C(C(=C)C)(=O)OCCC=CNC(=O)N N-(2-methacryloxyethyl)vinylurea